methyl 6-((2R,5R)-4-(tert-butoxycarbonyl)-2-(methoxymethyl)-5-methylpiperazin-1-yl)-3,9-dimethyl-2-oxo-3,9-dihydro-2H-purine-8-carboxylate C(C)(C)(C)OC(=O)N1C[C@@H](N(C[C@H]1C)C=1C=2N=C(N(C2N(C(N1)=O)C)C)C(=O)OC)COC